FC=1C(=C2C=CC(=CC2=C(C1F)F)N)OC([2H])([2H])[2H] 6,7,8-trifluoro-5-(methoxy-d3)naphthalen-2-amine